C(=O)[O-].C(CCCCCCCCCCC)(=O)OC(C(C)C)OC(C(=O)OC1CC2CCC(C1)[N+]21CCCC1)(C1=CC=CC=C1)C1=CC=CC=C1 3-(2-(1-(dodecanoyloxy)-2-methylpropoxy)-2,2-diphenylacetoxy)spiro[bicyclo[3.2.1]octane-8,1'-pyrrolidin]-8-ium formate